(2S,4r)-1-[(2S)-2-(4-cyclopropyl-triazol-1-yl)-3,3-dimethyl-butyryl]-4-hydroxy-N-(5,6,7,8-tetrahydroimidazo[1,2-a]pyridin-5-ylmethyl)pyrrolidine-2-carboxamide C1(CC1)C=1N=NN(C1)[C@H](C(=O)N1[C@@H](C[C@H](C1)O)C(=O)NCC1CCCC=2N1C=CN2)C(C)(C)C